C(C)OC1=CC=C(C=N1)C1=CN=CC(=N1)C(=O)NO[C@@H](C)C1=CC(=CC=C1)OC (S)-6-(6-ethoxypyridin-3-yl)-N-(1-(3-methoxyphenyl)ethoxy)pyrazine-2-carboxamide